FC=1C=C(C=C2CCN(CC12)C(CNC(\C=C\C1=C(C=C(C=C1)C(F)(F)F)F)=O)=O)CC(=O)O 2-[8-fluoro-2-[2-[[(E)-3-[2-fluoro-4-(trifluoromethyl)phenyl]prop-2-enoyl]amino]acetyl]-3,4-dihydro-1H-isoquinolin-6-yl]acetic acid